3,5-dihydroxy-7-{(1S,2S,6S,8S,8aR)-6-hydroxy-2-methyl-8-[(2S)-2-methylbutanoyloxy]-1,2,6,7,8,8a-hexahydronaphthalen-1-yl}heptanoate OC(CC(=O)[O-])CC(CC[C@H]1[C@H](C=CC2=C[C@H](C[C@@H]([C@H]12)OC([C@H](CC)C)=O)O)C)O